COC=1C=C2C(=CC=NC2=CC1)[C@@H]1OC1 (S)-6-methoxy-4-(oxiran-2-yl)quinoline